(R)-6-(2-(3-chlorophenyl)-2-hydroxyacetyl)-2-(1-phenylcyclopropyl)-3,5,6,7,8,9-hexahydro-4H-pyrimido[5,4-c]azepin-4-one ClC=1C=C(C=CC1)[C@H](C(=O)N1CC2=C(CCC1)N=C(NC2=O)C2(CC2)C2=CC=CC=C2)O